C(C)(C)(C)NC1=C(C=NC(=C1)C1=CC=C2N1N=CC(=C2)C#N)C2=NN=C(S2)N2CCN(CC2)C(=O)OC(C)(C)C tert-butyl 4-{5-[4-(tert-butylamino)-6-{3-cyanopyrrolo[1,2-b]pyridazin-7-yl}pyridin-3-yl]-1,3,4-thiadiazol-2-yl}piperazine-1-carboxylate